benzyl (S)-7-(4-fluorobenzyl)-2-methyl-6-((tetrahydro-2H-pyran-4-yl)carbamoyl)-2,3-dihydro-1H-pyrido[2,3-b][1,4]oxazine-1-carboxylate FC1=CC=C(CC2=CC3=C(OC[C@@H](N3C(=O)OCC3=CC=CC=C3)C)N=C2C(NC2CCOCC2)=O)C=C1